5-(4,4,5,5-tetramethyl-1,3,2-dioxaborolan-2-yl)-1,2-benzothiazole CC1(OB(OC1(C)C)C=1C=CC2=C(C=NS2)C1)C